Cl.C1(=CC=CC=C1)N(N)C1=CC=CC=C1 1,1-diphenyl-hydrazine hydrochloride